Bocamino-2-fluoro-4-aminobenzene C(=O)(OC(C)(C)C)NC1=C(C=C(C=C1)N)F